benzyl ((1S)-2-((2-(((1-(aminomethyl)cyclopropyl)methyl)amino)-2-(methylcarbamoyl)-2,3-dihydro-1H-inden-5-yl)amino)-1-cyclohexyl-2-oxoethyl)carbamate NCC1(CC1)CNC1(CC2=CC=C(C=C2C1)NC([C@H](C1CCCCC1)NC(OCC1=CC=CC=C1)=O)=O)C(NC)=O